CC1N(C(N(C1)C=1C=C(C=CC1)C)=O)C1=NC(=NC(=C1)N1CCOCC1)OCCC=1C=NN(C1)C 4-methyl-3-(2-(2-(1-methyl-1H-pyrazol-4-yl)ethoxy)-6-morpholinopyrimidin-4-yl)-1-(m-tolyl)imidazolidin-2-one